methyl-5,6-dihydroxyindoline-2-carboxylic acid CN1C(CC2=CC(=C(C=C12)O)O)C(=O)O